2,5-pyrroledicarboxylic acid N1C(=CC=C1C(=O)O)C(=O)O